N-(2-hydroxyethyl)-3-methoxybenzenesulfonamide OCCNS(=O)(=O)C1=CC(=CC=C1)OC